CS(=O)(=O)N1CCC2(CC[C@@H]([C@H]2O)[C@H]2N3C(C4=CC=CC=C24)=CN=C3)CC1 (1R,2R)-8-(Methylsulfonyl)-2-((R)-5H-imidazo[5,1-a]isoindol-5-yl)-8-azaspiro[4.5]decan-1-ol